bis(3-hydroxypropyl) carbonate C(OCCCO)(OCCCO)=O